2-cyano-3,12-dioxooleana-1,9-dien-28-oic acid C[C@@]12CC[C@]3(CCC(C[C@@H]3[C@H]1C(=O)C=C4[C@]2(CCC5[C@@]4(C=C(C(=O)C5(C)C)C#N)C)C)(C)C)C(=O)O